COC=1C=C(C=NC1)C 5-methoxy-3-methylpyridin